3,5-Bis(3,4-dimethoxybenzylidene)-1-trifluoroacetylpiperidin-4-one COC=1C=C(C=C2CN(CC(C2=O)=CC2=CC(=C(C=C2)OC)OC)C(C(F)(F)F)=O)C=CC1OC